ON1CC2(CC1=O)CCCCC2 2-hydroxy-2-azaspiro[4.5]decan-3-one